FC1=C(C=CC(=C1)C1CCN(O1)C1OCCCC1)C=1N=C2SC3=C(N2C1)C=CC(=C3)C(=O)NCCCN3CCC(CC3)F 2-(2-fluoro-4-(2-(tetrahydro-2H-pyran-2-yl)isoxazolidin-5-yl)phenyl)-N-(3-(4-fluoropiperidin-1-yl)propyl)benzo[d]imidazo[2,1-b]thiazole-7-carboxamide